C(C)(C)(C)OC(C(CCC(=O)OC(C)(C)C)=O)=O.C(C)N(C1=CC(=C(C=C1)C(=C)C)[N+](=O)[O-])CC N,N-diethyl-3-nitro-4-(prop-1-en-2-yl)aniline Di-tert-Butyl-α-ketoglutarate